COC1=CC=C(C=C1)CCOC1=CC=C(CCN2C=NC3=C2C=CC=C3)C=C1 1-[4-(4-Methoxyphenylethoxy)phenethyl]-1H-benzo[d]imidazole